[N+](=O)([O-])C(=CCC=CCCCCCCCC(=O)O)CCCCC 13-nitro-9,12-octadecadienoic acid